acrylamidopropyltrimethylammonium C(C=C)(=O)NCCC[N+](C)(C)C